C(C)(C)(C)OC(=O)N(CC#CC1=C(C=CC(=C1)F)NC1=C(C(=O)OC)C=C(C=C1)C(F)(F)F)C1=NC(=CC=C1[N+](=O)[O-])OC methyl 2-((2-(3-((tert-butoxycarbonyl)(6-methoxy-3-nitropyridin-2-yl)amino)prop-1-yn-1-yl)-4-fluorophenyl)amino)-5-(trifluoromethyl)benzoate